[N+](=O)([O-])C1=CC=C2CCN(C2=C1)C(CCCCCC(=O)O)=O 7-(6-nitroindolin-1-yl)-7-oxoheptanoic acid